tert-butyl (1R,3s,5S)-3-(N-methyl-4-(1-methyl-2-(2-methylthieno[2,3-d]pyrimidin-4-yl)cyclopropyl)benzamido)-8-azabicyclo[3.2.1]octane-8-carboxylate CN(C(C1=CC=C(C=C1)C1(C(C1)C=1C2=C(N=C(N1)C)SC=C2)C)=O)C2C[C@H]1CC[C@@H](C2)N1C(=O)OC(C)(C)C